C(C1=CC=CC=C1)(=O)ON=C(C(=O)C=1C=CSC1)CC N-benzoyloxy-1-(4-thiophenyl)butan-1-one-2-imine